4-((3'-(hydroxymethyl)-2,2'-dimethyl-[1,1'-biphenyl]-3-yl)methoxy)-2,6-dimethoxybenzaldehyde OCC=1C(=C(C=CC1)C1=C(C(=CC=C1)COC1=CC(=C(C=O)C(=C1)OC)OC)C)C